1-(5-(N-(1-METHYL-1H-INDAZOL-7-YL)SULFAMOYL)PYRIDIN-2-YL)-1H-PYRAZOLE-4-CARBOXAMIDE CN1N=CC2=CC=CC(=C12)NS(=O)(=O)C=1C=CC(=NC1)N1N=CC(=C1)C(=O)N